oxalic acid sodium oxalate C(C(=O)[O-])(=O)[O-].[Na+].C(C(=O)O)(=O)O.[Na+]